8-methyl-pyrido[1,2-a]pyrimidin-4-one CC1=CC=2N(C(C=CN2)=O)C=C1